CC=1C=CC=C2C=CC=C(C12)N1CC=2N=C(N=C(C2CC1)N1C[C@@H](N(CC1)C(\C=C\C(C)=O)=O)CC#N)OC[C@H]1N(CCC1)C 2-((S)-4-{7-(8-methylnaphthalen-1-yl)-2-[((S)-1-methylpyrrolidin-2-yl)methoxy]-5,6,7,8-tetrahydropyrido[3,4-d]pyrimidin-4-yl}-1-((E)-4-oxopent-2-enoyl)piperazin-2-yl)acetonitrile